FC=1C=C(C=CC1)N1C=NC2=C1C1=C(OC2=O)C=CC=C1 1-(3-Fluorophenyl)[1]benzopyrano[3,4-d]imidazol-4(1H)-one